OC1=C(C2=C(N(C1=O)CC=1C=NN(C1)C1=CC=C(C=C1)OC)C=CS2)C(=O)O 6-hydroxy-4-{[1-(4-methoxyphenyl)-1H-pyrazol-4-yl]methyl}-5-oxo-4,5-dihydrothieno[3,2-b]pyridine-7-carboxylic acid